FC1=C(C=CC=C1[N+](=O)[O-])CCN 2-(2-fluoro-3-nitrophenyl)ethan-1-amine